5-acetyl-2-(2-chloro-5-fluoropyrimidin-4-yl)-6,6-dimethyl-5,6-dihydro-4H-thieno[2,3-c]pyrrole C(C)(=O)N1C(C2=C(C1)C=C(S2)C2=NC(=NC=C2F)Cl)(C)C